(3S,4S)-8-(9-((3,4-difluorophenyl)ethynyl)-7H-imidazo[1,2-c]pyrazolo[4,3-e]pyrimidin-5-yl)-3-methyl-2-oxa-8-azaspiro[4.5]decan-4-amine FC=1C=C(C=CC1F)C#CC1=NNC2=C1C=1N(C(=N2)N2CCC3([C@@H]([C@@H](OC3)C)N)CC2)C=CN1